2-amino-6-chloro-9-((2r,3s,4r,5r)-4-fluoro-3-hydroxy-5-((S)-1-hydroxypropyl)tetrahydrofuran-2-yl)-7-(prop-2-yn-1-yl)-7,9-dihydro-8H-purin-8-one NC1=NC(=C2N(C(N(C2=N1)[C@@H]1O[C@@H]([C@@H]([C@H]1O)F)[C@H](CC)O)=O)CC#C)Cl